C(C)(C)(C)OC(=O)N1[C@@H](CN([C@H](C1)C)C=1C2=C(N=CN1)N(C=C2C2=C(C=CC=C2)F)C2=NC=CC(=C2)F)C (2R,5S)-4-(5-(2-fluorophenyl)-7-(4-fluoropyridin-2-yl)-7H-pyrrolo[2,3-d]pyrimidin-4-yl)-2,5-dimethylpiperazine-1-carboxylic acid tert-butyl ester